C(C)(C)(C)OC(=O)N1CCC(CC1)OCC1=CC(=C(C=C1)N1CCC(CC1)F)Cl 4-((3-chloro-4-(4-fluoropiperidin-1-yl)benzyl)oxy)piperidine-1-carboxylic acid tert-butyl ester